methyl (S)-4-amino-3-((oxetane-2-ylmethyl)amino)benzoate NC1=C(C=C(C(=O)OC)C=C1)NC[C@H]1OCC1